4-hydroxy-3-({2-methyl-5-[(pyridin-2-yl)methoxy]-2H-indazol-3-yl}formamido)butanamide OCC(CC(=O)N)NC(=O)C=1N(N=C2C=CC(=CC12)OCC1=NC=CC=C1)C